ClC=1C=C(C=CC1F)C(C=1NC(=C(N1)S(=O)(=O)C)C)C1CC(CC1)(F)F 2-((3-chloro-4-fluorophenyl)(3,3-difluorocyclopentyl)methyl)-5-methyl-4-(methylsulfonyl)-1H-imidazole